C(N)(OC1(CC1)CC1=CC(=C(C=C1)OC)[N+](=O)[O-])=O (1-(4-methoxy-3-nitrobenzyl) cyclopropyl) carbamate